FC1(CNCC[C@H]1SC=1N=CC(=NC1)C1=C(C=C(C=C1)N1C=NC=C1)O)F (R)-2-(5-((3,3-difluoropiperidin-4-yl)thio)pyrazin-2-yl)-5-(1H-imidazol-1-yl)phenol